NC=1C=NC2=CC=C(C=C2C1NC=1C=CC(=NC1)C(C#N)(C)C)Br 2-(5-((3-amino-6-bromoquinolin-4-yl)amino)pyridin-2-yl)-2-methylpropanenitrile